6-(Cyclopropanamido)-N-methoxy-4-((2-methoxy-3-(1-methyl-1H-1,2,4-triazol-3-yl)phenyl)amino)-nicotinamide C1(CC1)C(=O)NC1=NC=C(C(=O)NOC)C(=C1)NC1=C(C(=CC=C1)C1=NN(C=N1)C)OC